diethyl (cyclohexylmethylene)malonate C1(CCCCC1)C=C(C(=O)OCC)C(=O)OCC